methyl 6-[2-[(1S,3R)-3-(tert-butoxycarbonylamino)cyclohexanecarbonyl]hydrazino]-4-methoxy-pyridine-3-carboxylate C(C)(C)(C)OC(=O)N[C@H]1C[C@H](CCC1)C(=O)NNC1=CC(=C(C=N1)C(=O)OC)OC